8-((6-chloropyridin-3-yl)methyl)-3-(1-methyl-1H-pyrazol-4-yl)pyrido[2,3-d]pyrimidine-2,4(3H,8H)-dione ClC1=CC=C(C=N1)CN1C=CC=C2C1=NC(N(C2=O)C=2C=NN(C2)C)=O